dibutyl-pentanediamide C(CCC)C(CC(=O)N)(CC(=O)N)CCCC